[K+].COC(C1=CC(C(=O)OC)=CC(=C1)S(=O)(=O)[O-])=O 5-sulfoisophthalic acid dimethyl ester potassium salt